5-chloro-1-cyclopropyl-3-(4-piperidinyl)indole hydrochloride Cl.ClC=1C=C2C(=CN(C2=CC1)C1CC1)C1CCNCC1